NC1=CC(=C(C=C1)C(C)(C)O)F 2-(4-amino-2-fluorophenyl)propan-2-ol